5-(4-(3,3-difluoro-4-(8-fluoro-2-(4-methoxybenzyl)-1-oxo-1,2-dihydroisoquinolin-3-yl)pyrrolidin-1-yl)piperidin-1-yl)-N-methylpyridineamide FC1(CN(CC1C=1N(C(C2=C(C=CC=C2C1)F)=O)CC1=CC=C(C=C1)OC)C1CCN(CC1)C=1C=CC(=NC1)C(=O)NC)F